ClC1=C(C(=C2C(=C1[2H])C1=C(C(=C(C=3B4OC5=C(C(=C(C(=C5C=5C4=C(N2C13)C(=C(C5[2H])[2H])[2H])[2H])[2H])[2H])[2H])[2H])[2H])[2H])[2H])[2H] 5-chloro-15-oxa-7b-aza-15a-borabenzo[gh]indeno[1,2,3-de]tetraphene-1,2,3,4,6,7,8,9,10,11,12,13,14-d13